P(=O)(OCCCCCCCC(C)C)(Cl)Cl isodecyl dichloro-phosphate